FC1=C(OCCN(C)C)C=C(C=C1)[C@@H]1NC[C@H](CC1)C 2-(2-fluoro-5-((2R,5S)-5-methylpiperidin-2-yl)phenoxy)-N,N-dimethylethanamine